1-(6-(2-hydroxyphenyl)pyridazin-4-yl)-N-methyl-N-(piperidin-4-yl)-4-(o-tolyloxy)piperidine-4-carboxamide OC1=C(C=CC=C1)C1=CC(=CN=N1)N1CCC(CC1)(C(=O)N(C1CCNCC1)C)OC1=C(C=CC=C1)C